phenanthrene-9,10-diamine hydrochloride Cl.C1=CC=CC=2C3=CC=CC=C3C(=C(C12)N)N